C(CCC)C=1N(C(=C(C(N1)=O)CC1=CC=C(C=C1)C1=C(C=NC=C1)C)O)[C@@H](CC)C=1C=C(C#N)C=CC1 3-[(1S)-1-(2-butyl-6-hydroxy-5-{[4-(3-methylpyridin-4-yl)phenyl]methyl}-4-oxo-1,4-dihydropyrimidin-1-yl)propyl]benzonitrile